2-decyl-1,2,3,4,4a,5,8,8a-octahydro-1,4:5,8-dimethanonaphthalene C(CCCCCCCCC)C1C2C3C4C=CC(C3C(C1)C2)C4